(S)-5-Chloro-2-hydroxy-N-(1-phenylethyl)benzamide ClC=1C=CC(=C(C(=O)N[C@@H](C)C2=CC=CC=C2)C1)O